B(O)(O)OB(O)O.N1CCNCC1 piperazine diborate